CC=1N=C(SC1)[C@@H]1[C@H](C1)C(=O)OC |r| rac-methyl (1S*,2S*)-2-(4-methylthiazol-2-yl)cyclopropane-1-carboxylate